C12(CC(C1)C2)NC=2C=CC(=NC2)C2=NSC(=N2)NC2=NC=CC=C2N(C(C)=O)C N-(2-(3-(5-(bicyclo[1.1.1]pentan-1-ylamino)pyridin-2-yl)-1,2,4-thiadiazol-5-ylamino)pyridin-3-yl)-N-methylacetamide